NC1=C(C=C(C=N1)C=1C=C2N(N1)CC[C@]21CN(CC1)C(=O)NCC)OC(C)C1=NC=CC(=C1)C (3R)-2'-(6-amino-5-{[1-(4-methylpyridin-2-yl)ethyl]oxy}pyridin-3-yl)-N-ethyl-5',6'-dihydrospiro[pyrrolidine-3,4'-pyrrolo[1,2-b]pyrazole]-1-carboxamide